(rac)-trans-3-amino-1-(N-(2-amino-2-oxoethyl)sulfamoyl)-4-(3-boronopropyl)pyrrolidine-3-carboxylic acid compound with 2,2,2-trifluoroacetic acid FC(C(=O)O)(F)F.N[C@@]1(CN(C[C@H]1CCCB(O)O)S(NCC(=O)N)(=O)=O)C(=O)O |r|